O-phosphorylserine C([C@@H](C(=O)O)N)OP(=O)(O)O